C12(CC1)CC=1N(C=C3C(=NC1)C=CC=C3)C2 spiro[benzo[e]pyrrolo[1,2-a][1,4]diazepine-2,1'-cyclopropan]